FC1=C2C(=NC=3N(C2=CC=C1)C(=NN3)C)N3CCOCC1=C3C=CC=C1C#CC(C#N)(C)C 4-[1-(6-Fluoro-1-methyl-[1,2,4]triazolo[4,3-a]quinazolin-5-yl)-3,5-dihydro-2H-4,1-benzoxazepin-6-yl]-2,2-dimethyl-but-3-ynenitrile